O1CCC(=CC1)C1=NN2C(NC(=C(C2=O)N2CCN([C@H](CC2)C)C(=O)OC(C)(C)C)CC)=N1 tert-butyl (7S)-4-[2-(3,6-dihydro-2H-pyran-4-yl)-5-ethyl-7-oxo-4H-[1,2,4]triazolo[1,5-a]pyrimidin-6-yl]-7-methyl-1,4-diazepane-1-carboxylate